CC1=CC=2C(C3=CC=4NC5=CC=C(C=C5C(C4C=C3NC2C=C1)=O)C)=O 2,9-dimethyl-5,7,12,14-tetrahydro-5,12-diazapentacene-7,14-dione